C(C)(C)O[Al]OC(C)C di(isopropoxy)aluminum